N-[(4-cyclopropyl-3-fluorophenyl)(phenyl)methyl]-4-fluoro-1-{2-[(pyrazin-2-yl)amino]acetyl}pyrrolidine-2-carboxamide C1(CC1)C1=C(C=C(C=C1)C(NC(=O)C1N(CC(C1)F)C(CNC1=NC=CN=C1)=O)C1=CC=CC=C1)F